ClC=1C(=NC(=NC1)NC1CCOCC1)C1=CC=C2CN(C(C2=C1)=O)CC(=O)NC(C)C1=CC(=NC=C1)OC 2-(6-{5-chloro-2-[(oxan-4-yl)amino]pyrimidin-4-yl}-1-oxo-2,3-dihydro-1H-isoindol-2-yl)-N-[1-(2-methoxypyridin-4-yl)ethyl]acetamide